COC=1C=C(CN2C(N(C3=CC=C(C=C3C2=O)OC(C)C)C2CCN(CC2)C=O)=O)C=CC1OC 4-[3-(3,4-dimethoxybenzyl)-6-(1-methylethoxy)-2,4-dioxo-3,4-dihydroquinazolin-1(2H)-yl]piperidine-1-carbaldehyde